6-bromo-7-chloro-N-(1-cyclopropyl-5-methyl-1H-pyrazol-4-yl)isoquinolin-3-amine BrC=1C=C2C=C(N=CC2=CC1Cl)NC=1C=NN(C1C)C1CC1